4-[4-[[6-methyl-4-[[1-methylcyclopropyl]amino]-5-oxo-5,6-dihydropyrido[4,3-d]pyrimidin-2-yl]amino]-1H-pyrazol-1-yl]cyclohexane-1-carboxylic acid CN1C(C2=C(N=C(N=C2NC2(CC2)C)NC=2C=NN(C2)C2CCC(CC2)C(=O)O)C=C1)=O